C(CC(C(=O)O)SC(C)CC(CCCC)=O)C(C(=O)O)SC(C)CC(CCCC)=O.C1=NC=CC=2C(=CC=CC12)S(=O)(=O)N1CCNCCC1 1-(5-isoquinolinesulfonyl)homopiperazine ethane-1,2-diylbis(2-((4-oxooct-2-yl)thio)acetate)